ClCC(=O)N1CC(C1)N1C(N(C2=CC=C(C=C2C1=O)S(=O)(=O)NC1(CC1)C)CC1(CC1)C)=O 3-(1-(2-chloroacetyl)azetidin-3-yl)-N-(1-methylcyclopropyl)-1-((1-methylcyclopropyl)methyl)-2,4-dioxo-1,2,3,4-tetrahydroquinazoline-6-sulfonamide